NC1CC(NC1)(C(=O)O)CCCCB(O)O 4-amino-2-(4-dihydroxyborylbutyl)pyrrolidine-2-carboxylic acid